3-Chloro-N-[4-[(E)-3-[4-[2-hydroxyethyl(methyl)amino]phenyl]prop-2-enoyl]phenyl]-1-benzothiophene-2-carboxamide ClC1=C(SC2=C1C=CC=C2)C(=O)NC2=CC=C(C=C2)C(\C=C\C2=CC=C(C=C2)N(C)CCO)=O